3-(4,6-difluoro-1H-1,3-benzodiazol-2-yl)-5-(3-fluoro-5-methylphenyl)-N-(2-Methoxyethyl)-4-(4-methylpiperidin-1-yl)pyridin-2-amine FC1=CC(=CC=2NC(=NC21)C=2C(=NC=C(C2N2CCC(CC2)C)C2=CC(=CC(=C2)C)F)NCCOC)F